BrC=1C=CC(=NC1OC)C(=O)NCCC#CC1=C2CN(C(C2=CC=C1)=O)C1C(NC(CC1)=O)=O 5-bromo-N-(4-(2-(2,6-dioxopiperidin-3-yl)-1-oxoisoindolin-4-yl)but-3-yn-1-yl)-6-methoxypicolinamide